8-bromo-N-[4-(4-methylpiperazin-1-yl)phenyl]-6-propyl-6H-pyrimido[5,4-c][2,1]benzothiazin-2-amine 5,5-dioxide BrC1=CC2=C(C3=C(S(N2CCC)(=O)=O)C=NC(=N3)NC3=CC=C(C=C3)N3CCN(CC3)C)C=C1